(2S)-4-(7-chloro-8-fluoro-pyrido[4,3-d]pyrimidin-4-yl)-2-(cyanomethyl)piperazine-1-carboxylate ClC1=C(C=2N=CN=C(C2C=N1)N1C[C@@H](N(CC1)C(=O)[O-])CC#N)F